5-(1-aminoethyl)benzo[D]thiazol-2-amine NC(C)C=1C=CC2=C(N=C(S2)N)C1